ClC1=NC=CC(=N1)C1=CC=C2C(=N1)N=C(N2C(C)C)OC (2-chloropyrimidin-4-yl)-1-isopropyl-2-methoxyl-1H-imidazo[4,5-b]pyridine